BrC=1C=C(C(=NC1)C1=NC=2C(=NC=C(C2)C(F)(F)F)N1C)S(=O)(=O)CC 2-[5-bromo-3-(ethylsulfonyl)pyridin-2-yl]-3-methyl-6-(trifluoromethyl)-3H-imidazo[4,5-b]pyridine